C1CCC2=C(C=CC=C12)N1N=C(C2=NC=C(C=C21)OC)C=2C=NN(C2)C2CN(C2)S(=O)(=O)C (2,3-dihydro-1H-inden-4-yl)-6-methoxy-3-(1-(1-(methylsulfonyl)azetidin-3-yl)-1H-pyrazol-4-yl)-1H-pyrazolo[4,3-b]pyridine